7-bromobenzazepine-3-Carboxylic acid methyl ester COC(=O)C1=CNC2=C(C=C1)C=C(C=C2)Br